BrC1=CC2=C(N(C[C@H](N(S2(=O)=O)C)C2CCCCC2)C2=CC=CC=C2)C=C1F (R)-8-bromo-3-cyclohexyl-7-fluoro-2-methyl-5-phenyl-2,3,4,5-tetrahydrobenzo[f][1,2,5]thiadiazepine 1,1-dioxide